(R)-3-((4-(3-aminopiperidin-1-yl)-3-(but-2-yn-1-yl)-2,6-dioxo-3,6-dihydropyrimidin-1(2H)-yl)methyl)-N-cyclohexylbenzamide N[C@H]1CN(CCC1)C=1N(C(N(C(C1)=O)CC=1C=C(C(=O)NC2CCCCC2)C=CC1)=O)CC#CC